2-butoxy-7-((4'-(pyrrolidin-1-ylmethyl)-[1,1'-biphenyl]-3-yl)methyl)imidazo[2,1-f][1,2,4]triazin-4-amine C(CCC)OC1=NN2C(C(=N1)N)=NC=C2CC=2C=C(C=CC2)C2=CC=C(C=C2)CN2CCCC2